1H-1,2,3-triazolo[4,5-b]pyridinium-3-oxid [NH2+]1N=[N+](C2=NC=CC=C21)[O-]